8-amino-6-(4-fluorophenyl)-5-{3-methylimidazo[1,2-a]pyridin-6-yl}-N-{3-[(4-methylpiperazin-1-yl)methyl]bicyclo[1.1.1]pentan-1-yl}imidazo[1,2-a]pyrazine-2-carboxamide NC=1C=2N(C(=C(N1)C1=CC=C(C=C1)F)C=1C=CC=3N(C1)C(=CN3)C)C=C(N2)C(=O)NC23CC(C2)(C3)CN3CCN(CC3)C